C(C)C1=C(O)C=CC(=C1)C(C)(C)C1=CC=C(C=C1)O monoethyl-bisphenol A